C1(CC1)C1=CC(=C(C=C1)C1=C2C(=C(N=N1)N[C@H]1CN(CCC1)C)C=NC=C2)C 1-(4-cyclopropyl-2-methylphenyl)-N-[(3R)-1-methylpiperidin-3-yl]pyrido[3,4-d]pyridazin-4-amine